COC1=C(C=CC=C1)C1=CC(=NC=C1C(NC=1SC=2C(=NC=C(N2)C2=CC=NC=C2)N1)=O)C1CN(C1)C(=O)OC(C)(C)C tert-butyl 3-[4-(2-methoxyphenyl)-5-{[6-(pyridin-4-yl)-[1,3]thiazolo[4,5-b]pyrazin-2-yl]carbamoyl}pyridin-2-yl]azetidine-1-carboxylate